tert-butyl 2-methoxy-3-((2R)-2-(2-(pyridin-3-ylmethyl)isoindoline-5-carboxamido)-2-(2,9,9-trimethyl-3,5-dioxa-4-bora-tricyclo[6.1.1.02,6]dec-4-yl)ethyl)benzoate COC1=C(C(=O)OC(C)(C)C)C=CC=C1C[C@@H](B1OC2(C3C(C(CC2O1)C3)(C)C)C)NC(=O)C=3C=C1CN(CC1=CC3)CC=3C=NC=CC3